ClC1=CC(=C(C=C1)COC1=CC=CC(=N1)C1=CC(=C(C=C1)CC(=O)O)F)F 2-[4-[6-[(4-chloro-2-fluoro-phenyl)methoxy]-2-pyridyl]-2-fluoro-phenyl]acetic acid